4-(imidazo[4,5-b]pyridin-3-ylmethyl)phenylboronic acid N1=CN(C2=NC=CC=C21)CC2=CC=C(C=C2)B(O)O